2-(4-chlorophenyl)-4,6-di(naphthalen-2-yl)benzoxazole ClC1=CC=C(C=C1)C=1OC2=C(N1)C(=CC(=C2)C2=CC1=CC=CC=C1C=C2)C2=CC1=CC=CC=C1C=C2